N-(3,5-bis(trifluoromethyl)phenyl)-1,2-phenylenediamine FC(C=1C=C(C=C(C1)C(F)(F)F)NC1=C(C=CC=C1)N)(F)F